methyl 4-(5-(trifluoromethyl)pyridin-2-yl)bicyclo[2.2.2]octane-1-carboxylate FC(C=1C=CC(=NC1)C12CCC(CC1)(CC2)C(=O)OC)(F)F